nitroso-copper iron cyanide [Fe](C#N)C#N.N(=O)[Cu]